N[C@H]1[C@@H]2N(C[C@H]1CC2)C(=O)C2=CC1=C(N(C(=N1)C1=CC=3C=4N1[C@@H](CN(C4C=CC3)CCCO)CC)CC)C(=C2)F ((1R,4R,7R)-7-amino-2-azabicyclo[2.2.1]hept-2-yl)(1-ethyl-2-((R)-3-ethyl-1-(3-hydroxypropyl)-2,3-dihydro-1H-pyrrolo[1,2,3-de]quinoxalin-5-yl)-7-fluoro-1H-benzo[d]imidazol-5-yl)methanone